ClC1=C(C(=CC=C1)Cl)N1C=2N(C3=C(C1=O)C=NC(=N3)NC3=CC(=C(C(=C3)C)N3C[C@@H](N([C@@H](C3)C)C)C)C)CCN2 6-(2,6-dichlorophenyl)-2-((3,5-dimethyl-4-((3s,5r)-3,4,5-trimethylpiperazin-1-yl)phenyl)amino)-8,9-dihydroimidazo[1,2-a]pyrimido[5,4-e]pyrimidin-5(6H)-one